COC=1C=C2C=C(NC2=CC1)CN1CCN(CC1)C1=CC=NC=C1 5-methoxy-2-[[4-(4-pyridyl)piperazin-1-yl]methyl]-1H-indole